((3-(2-Cyclohexylacetamido)-5-(trifluoromethyl)phenyl)carbamoyl)(3-(4-(2-methoxy-4-methylpyrimidin-5-yl)benzyl)-1,2,3-oxadiazol-3-ium-5-yl)amide C1(CCCCC1)CC(=O)NC=1C=C(C=C(C1)C(F)(F)F)NC(=O)[N-]C1=C[N+](=NO1)CC1=CC=C(C=C1)C=1C(=NC(=NC1)OC)C